non-anolide C1(CCCCCCCCO1)=O